ClC1=C(C(=CC=C1)F)N1C=2N(C3=C(C1=O)C=NC(=N3)NC3=CC(=C(C=C3)N3CCN(CC3)C(C)C)C)CCN2 6-(2-Chloro-6-fluorophenyl)-2-((4-(4-isopropylpiperazin-1-yl)-3-methylphenyl)amino)-8,9-dihydroimidazo[1,2-a]pyrimido[5,4-e]pyrimidin-5(6H)-one